OCCC1CCC(CC1)NC(OC(C)(C)C)=O tert-Butyl N-[4-(2-hydroxyethyl)cyclohexyl]carbamate